2-(trifluoromethyl)-4,5,6,7-tetrahydrothiazolo[5,4-c]pyridine FC(C=1SC=2CNCCC2N1)(F)F